FC(CCCS(=O)(=O)NC1=CC=C(C=C1)C=1C2=C(N=CN1)NC=C2)(F)F 4-(4-((4,4,4-trifluorobutyl)sulfonamido)phenyl)-7H-pyrrolo[2,3-d]pyrimidin